BrCC1=C(C=C(C=C1F)Cl)F 1-(bromomethyl)-4-chloro-2,6-difluorobenzene